(E)-1-(1H-indol-3-yl)-5-methyl-3-hexene-2-amine N1C=C(C2=CC=CC=C12)CC(\C=C\C(C)C)N